(1S,2S,3S,6R)-6-((3,4-dichlorophenethyl)amino)-4-((difluoromethoxy)methyl)cyclohex-4-ene-1,2,3-triol ClC=1C=C(CCN[C@@H]2C=C([C@@H]([C@@H]([C@H]2O)O)O)COC(F)F)C=CC1Cl